(S)-1-(1-((5-(4-(pyridin-4-ylethynyl)phenyl)isoxazol-3-yl)methyl)-1H-imidazol-2-yl)ethan-1-ol N1=CC=C(C=C1)C#CC1=CC=C(C=C1)C1=CC(=NO1)CN1C(=NC=C1)[C@H](C)O